(2S,5R)-2-((7-bromo-1,3-dihydroisobenzofuran-4-yl)methyl)-5-isopropyl-3,6-dimethoxy-2,5-dihydropyrazine BrC=1C=CC(=C2COCC12)C[C@@H]1N=C([C@H](N=C1OC)C(C)C)OC